NC=1C=2N(C=CN1)C(=NC2C2=CC=C(C(=O)NC1=NC=CC=C1)C=C2)[C@H]2N(CCC2)C(CNC2=C1C(N(C(C1=CC=C2)=O)C2C(NC(CC2)=O)=O)=O)=O 4-(8-Amino-3-((2S)-1-(2-((2-(2,6-dioxopiperidin-3-yl)-1,3-dioxoisoindoline-4-yl)amino)acetyl)pyrrolidin-2-yl)imidazo[1,5-a]pyrazin-1-yl)-N-(pyridin-2-yl)benzamide